[3-(trichlorosilyl)propyl]carbamic acid methyl ester COC(NCCC[Si](Cl)(Cl)Cl)=O